[O-2].[Yb+2] ytterbium(II) oxide